ClC=1C=C(C=CC1OCC1CC1)C1=CC=CNN1CC=1C(=NC=CC1)N(C)C 6-[3-chloro-4-(cyclopropylmethoxy)phenyl]-N-[[2-(dimethylamino)-3-pyridyl]methyl]pyridazine